4-(1,1-dimethylethyl)-1,2-phenylenediamine CC(C)(C)C1=CC(=C(C=C1)N)N